CC1(OB(OC1(C)C)C=1C=CC(=NC1)OCC(=O)N1CCN(CC1)C(=O)OC(C)(C)C)C tert-butyl 4-(2-((5-(4,4,5,5-tetramethyl-1,3,2-dioxaborolan-2-yl)pyridin-2-yl)oxy)acetyl)piperazin-1-carboxylate